C(C)(C)(C)OC(=O)N1C[C@H](CCC1)C(=O)N1[C@H](C[C@H](C1)O)C(NCC1=CC=C(C=C1)C(F)(F)F)=O (S)-3-((2R,4R)-4-hydroxy-2-((4-(trifluoromethyl)benzyl)carbamoyl)pyrrolidine-1-carbonyl)piperidine-1-carboxylic acid tert-butyl ester